tert-butyl (6aS,8R)-8-(benzyloxy)-2-(3,5-difluoro-2-methoxyphenyl)-6a-ethyl-6a,7,8,9-tetrahydropyrrolo[1',2':4,5]pyrazino[2,3-c]pyridazine-5(6H)-carboxylate C(C1=CC=CC=C1)O[C@@H]1C[C@@]2(N(C=3C(=NN=C(C3)C3=C(C(=CC(=C3)F)F)OC)N(C2)C(=O)OC(C)(C)C)C1)CC